1-methoxy-4-methylcyclohexane COC1CCC(CC1)C